2-phenyl-3-butanol C1(=CC=CC=C1)C(C)C(C)O